NCCNCC=CC1=CC=CC=C1 N-(2-aminoethyl)aminomethyl-styrene